N-[(2S)-4-amino-2-cyclopropyl-4-oxobutan-2-yl]-4-cyclopropyl-3-(2-fluoroethoxy)benzamide NC(C[C@@](C)(C1CC1)NC(C1=CC(=C(C=C1)C1CC1)OCCF)=O)=O